C(C)(C)(C)OC(=O)N(C1=C(C=C(C=C1C(NC1C(NCC1)=O)=O)NC1(CN(CC1)C(=O)OC(C)(C)C)C1=C(C(=CC=C1F)Cl)Cl)F)C(=O)OC(C)(C)C tertbutyl 3-({4-[bis(tert-butoxy carbonyl)amino]-3-fluoro-5-[(2-oxopyrrolidin-3-yl)carbamoyl]phenyl}amino)-3-(2,3-dichloro-6-fluorophenyl)pyrrolidine-1-carboxylate